2-(indolin-3-yl)-N-(2-methoxyphenyl)acetamide (2-pyridyldithio)-propanoate N1=C(C=CC=C1)SSC(C(=O)O)C.N1CC(C2=CC=CC=C12)CC(=O)NC1=C(C=CC=C1)OC